Cl.COCC1(CNCC1)C 3-(methoxymethyl)-3-methylpyrrolidine hydrogen chloride